4-fluoro-phenylcarbamoyl-cyclopropanecarboxylic Acid FC1=CC=C(C=C1)NC(=O)C1(CC1)C(=O)O